FC1=C(C=CC=C1)C1=CC(=CN1S(=O)(=O)C=1C=NC=CC1)CNC 5-(2-fluorophenyl)-1-(3-pyridylsulfonyl)-3-methylaminomethyl-1H-pyrrole